methyl (2S)-2-[[(2S)-2-[(6-chloro-1H-indole-2-carbonyl)amino]-3-cyclopropyl-propanoyl] amino]-3-[(3S)-2-oxopyrrolidin-3-yl]propanoate ClC1=CC=C2C=C(NC2=C1)C(=O)N[C@H](C(=O)N[C@H](C(=O)OC)C[C@H]1C(NCC1)=O)CC1CC1